5-(2-(ethyl(methyl)amino)ethyl)naphthalen-2-ol fumarate C(\C=C\C(=O)O)(=O)O.C(C)N(CCC1=C2C=CC(=CC2=CC=C1)O)C